5-(3,5-difluorobenzyl)-3-(2-(thiophen-2-yl)vinyl)-1H-indazole FC=1C=C(CC=2C=C3C(=NNC3=CC2)C=CC=2SC=CC2)C=C(C1)F